2-((6-(2-chloropyrimidin-5-yl)-2-ethylimidazo[1,2-a]pyridin-3-yl)(methyl)amino)-4-(4-fluorophenyl)thiazole-5-carbonitrile ClC1=NC=C(C=N1)C=1C=CC=2N(C1)C(=C(N2)CC)N(C=2SC(=C(N2)C2=CC=C(C=C2)F)C#N)C